2-(bromo)-9H-fluorene BrC1=CC=2CC3=CC=CC=C3C2C=C1